(S)-4-(7-(8-chloronaphthalene-1-yl)-3-fluoro-2-(((S)-1-methylpyrrolidin-2-yl)methoxy)-5,6,7,8-Tetrahydro-1,7-naphthyridin-4-yl)-2-(cyanomethyl)piperazine-1-carboxylate ClC=1C=CC=C2C=CC=C(C12)N1CCC=2C(=C(C(=NC2C1)OC[C@H]1N(CCC1)C)F)N1C[C@@H](N(CC1)C(=O)[O-])CC#N